4-{[3-(4-{[(3R,4S)-3-fluoropiperidin-4-yl]amino}-1-(2,2,2-trifluoroethyl)-1H-indol-2-yl)prop-2-yn-1-yl]amino}-3-methoxybenzene-1-sulfonamide F[C@@H]1CNCC[C@@H]1NC1=C2C=C(N(C2=CC=C1)CC(F)(F)F)C#CCNC1=C(C=C(C=C1)S(=O)(=O)N)OC